3-methoxy-5,7-dihydro-6H-pyrrolo[3,4-b]pyridine COC=1C=C2C(=NC1)CNC2